N[C@]1(CN(CCC1)C=1C=NC(=CC1CC1=CN=C2N1C=CN=C2N)C2=C(C=C(C(=C2)F)OC)F)[C@@H](C(F)F)O (S)-1-((R)-3-AMINO-1-(4-((8-AMINOIMIDAZO[1,2-A]PYRAZIN-3-YL)METHYL)-6-(2,5-DIFLUORO-4-METHOXYPHENYL)PYRIDIN-3-YL)PIPERIDIN-3-YL)-2,2-DIFLUOROETHAN-1-OL